2-ethylidene-1,4:5,8-dimethano-1,2,3,4,4a,5,8,8a-octahydronaphthalene C(C)=C1C2C3C4C=CC(C3C(C1)C2)C4